ClC=1C=2N(C=CC1SC=1N=C(C(=NC1)N1CCC3(CC1)[C@@H](C1=CC=CC=C1C3)NC(OC(C)(C)C)=O)CO)C=C(N2)C2=CC=C(C=C2)[N+](=O)[O-] tert-butyl (S)-(1'-(5-((8-chloro-2-(4-nitrophenyl)imidazo[1,2-a]pyridin-7-yl)thio)-3-(hydroxymethyl)pyrazin-2-yl)-1,3-dihydrospiro[indene-2,4'-piperidine]-1-yl)carbamate